ClCC1=NC(=NO1)C(C(O)C1=CC=C(C=C1)Cl)F 2-[5-(chloromethyl)-1,2,4-oxadiazol-3-yl]-1-(4-chlorophenyl)-2-fluoroethanol